C1(CC1)N1N=CC=C1C(=O)N1[C@H](C2=C(CC1)NC=N2)C2=NN1C(C(=CC=C1)C)=C2 (R)-(1-cyclopropyl-1H-pyrazol-5-yl)(4-(4-methylpyrazolo[1,5-a]pyridin-2-yl)-6,7-dihydro-1H-imidazo[4,5-c]pyridin-5(4H)-yl)methanone